F[C@@H]1CNCC[C@@H]1CN1CCN(CC1)C1=CC=C2C(=NN(C2=C1)C)C1C(NC(CC1)=O)=O 3-(6-(4-(((3S,4R)-3-fluoropiperidin-4-yl)methyl)piperazin-1-yl)-1-methyl-1H-indazol-3-yl)piperidine-2,6-dione